2-[4-[(E)-3-Oxo-3-(2-prop-2-enoxyphenyl)prop-1-enyl]phenoxy]acetic acid O=C(/C=C/C1=CC=C(OCC(=O)O)C=C1)C1=C(C=CC=C1)OCC=C